phenoxy-N-(3-(2,4-dimethylbenzyloxy)propyl)-phosphoramide O(C1=CC=CC=C1)N(P(=O)(N)N)CCCOCC1=C(C=C(C=C1)C)C